2',3,5,6'-tetrafluoro-4'-hydroxy-[1,1'-biphenyl]-4-carbonitrile FC1=C(C(=CC(=C1)O)F)C1=CC(=C(C(=C1)F)C#N)F